Cl.N[C@H](C(=O)OC(CCC)CCC)CC1=CC(=C(C=C1)O)O 4-heptyl (S)-2-amino-3-(3,4-dihydroxyphenyl)propanoate hydrochloride